P(=O)(O)(O)OC[C@H](N)[C@H](O)\C=C\CCCCCCCCCCCCC (sphingosine) 1-phosphate